C(C)(C)(C)OC(=O)N1C(CN(C(C1)=O)C1=CC2=C(N(C(O2)=O)C)C=C1)(C)C.OCCOC1=C(C=CC=C1)CC1=C(C=CC=C1)OCCO bis{(2-hydroxyethoxy)phenyl}methane tert-Butyl-2,2-dimethyl-4-(3-methyl-2-oxo-1,3-benzoxazol-6-yl)-5-oxo-piperazine-1-carboxylate